C(C)OC1=CC(=NC=C1C#N)C(C)N1C(C2=CC(=CC(=C2CC1)N1N=CC=C1)CCN(C)CC)=O 4-ethoxy-6-(1-(7-(2-(ethyl(methyl)amino)ethyl)-1-oxo-5-(1H-pyrazol-1-yl)-3,4-dihydroisoquinolin-2(1H)-yl)ethyl)nicotinonitrile